S(=O)(=O)(C(F)(F)F)OC(C1CC=C(C)CC1)(C)C alpha-terpineol triflate